1,2-dithianyl-(dithian) S1SC(CCC1)C1SSCCC1